(R)-N-(3,3-difluoro-1-(oxetan-3-yl)piperidin-4-yl)-4-methoxy-5-(quinolin-6-yl)pyrrolo[2,1-f][1,2,4]triazin-2-amine FC1(CN(CC[C@H]1NC1=NN2C(C(=N1)OC)=C(C=C2)C=2C=C1C=CC=NC1=CC2)C2COC2)F